2-fluoro-4-(trifluorometh-yl)benzene-sulfonyl chloride FC1=C(C=CC(=C1)C(F)(F)F)S(=O)(=O)Cl